C(C)(C)(C)C=1C=C(C=C(C1O)C(C)(C)C)CCC(=O)OCCCCCCCCCCCCCCCC hexadecyl 3-(3',5'-di-tert-butyl-4'-hydroxyphenyl)propionate